BrC=1C=C(C=C2C(N(C(=NC12)S)C)=O)C 8-bromo-2-mercapto-3,6-dimethylquinazolin-4(3H)-one